4-[(dimethylamino)methyl]nonyl-phenol CN(C)CC(CCCC1=C(C=CC=C1)O)CCCCC